C(C)C(COC(=O)C(CC)C(=O)OCC(CCCC)CC)CCCC propanedicarboxylic acid bis(2-ethylhexyl) ester